ClC1=CC=C(C=C1)[C@H]([C@@H](C(=O)O)C)N1[C@@](C2=C(C=C(C=C2C1=O)[C@](CC)(C1CCOCC1)O)F)(OC)C1=CC=C(C=C1)Cl (2S,3S)-3-(4-chlorophenyl)-3-[(1R)-1-(4-chlorophenyl)-7-fluoro-5-[(1S)-1-hydroxy-1-(oxacyclohex-4-yl)propyl]-1-methoxy-3-oxo-2,3-dihydro-1H-isoindol-2-yl]-2-methylpropionic acid